C(C)(C)(C)C=1C=C(C=C(C1O)C(C)(C)C)CCC(=O)OCCSCCO thiodiethyleneglycol [3-(3,5-di-t-butyl-4-hydroxyphenyl) propionate]